CN1N=CC(=C1)C(C#N)(C)C1=CSC=C1 2-(1-methylpyrazol-4-yl)-2-(3-thienyl)propanenitrile